C(C=C)C1=CC(=CC=C1C#N)OC1=CC=C(C=C1)Cl 2-allyl-6-(4-chlorophenoxy)-3-cyanobenzene